N1=CC(=CC2=CC(=CC=C12)N)N quinoline-3,6-diamine